β-naphthalinsulfonic acid C1=C(C=CC2=CC=CC=C12)S(=O)(=O)O